(2R,4R)-4-(((TERT-BUTYLDIPHENYLSILYL)OXY)METHYL)HEX-5-ENE-2-SULFONAMIDE [Si](C1=CC=CC=C1)(C1=CC=CC=C1)(C(C)(C)C)OC[C@H](C[C@@H](C)S(=O)(=O)N)C=C